COC(=O)C1=CC2=C(C=CCCC2)C=C1 6,7-dihydro-5H-benzo[7]annulene-3-carboxylic acid methyl ester